IC1=C(C=C(C=C1)C1=NC(=NO1)C=1C=NC(=CC1)C)OCC#C 5-(4-iodo-3-(prop-2-yn-1-yloxy)phenyl)-3-(6-methylpyridin-3-yl)-1,2,4-oxadiazole